pyrrolidine-3-carboxylic acid trifluoroacetate salt FC(C(=O)O)(F)F.N1CC(CC1)C(=O)O